(R)-N-(1-(5-(3-cyano-6-(2-hydroxy-2-methylpropoxy)pyrazolo[1,5-a]pyridin-4-yl)pyridin-2-yl)-3-methylpyrrolidin-3-yl)-2-phenylacetamide C(#N)C=1C=NN2C1C(=CC(=C2)OCC(C)(C)O)C=2C=CC(=NC2)N2C[C@](CC2)(C)NC(CC2=CC=CC=C2)=O